2-(2-chloropyridin-3-yl)-1-(6,7-difluoro-5-(2-((1-methyl-1H-pyrazol-5-yl)amino)pyrimidin-4-yl)indolin-1-yl)ethan-1-one ClC1=NC=CC=C1CC(=O)N1CCC2=CC(=C(C(=C12)F)F)C1=NC(=NC=C1)NC1=CC=NN1C